6,8-dibromo-3,3-bis(((2-ethylhexyl)oxy)methyl)-3,4-dihydro-2H-thieno[3,4-b][1,4]dioxepin BrC=1SC(=C2OCC(COC21)(COCC(CCCC)CC)COCC(CCCC)CC)Br